4,4'-dichlorochalcone ClC1=CC=C(C=C1)\C=C\C(=O)C1=CC=C(C=C1)Cl